3-(5-Fluoropyridin-2-yl)-4-methylaniline FC=1C=CC(=NC1)C=1C=C(N)C=CC1C